glycerol borate isostearate C(CCCCCCCCCCCCCCC(C)C)(=O)OC(COB(O)O)CO